C(CCC)C(C(=O)OCCCCCCC(OCC(COC(OCC(OC(NCCN1CCCC1)=O)CCCCCC)=O)COC(CCC(OCCCC\C=C/CC)OCCCC\C=C/CC)=O)=O)CCCCCC 12-(((4,4-bis(((Z)-oct-5-en-1-yl)oxy)butanoyl)oxy)methyl)-6-hexyl-4,9,15-trioxo-1-(pyrrolidin-1-yl)-5,8,10,14-tetraoxa-3-azahenicosan-21-yl 2-butyloctanoate